C(C)OC(=O)C=1OC2=C(C1C1=C(C(=C(C(=C1)F)F)OC)F)C=CC(=C2)F 6-fluoro-3-(2,4,5-trifluoro-3-methoxyphenyl)-1-benzofuran-2-carboxylic acid ethyl ester